S[Ag](S)(S)(S)(S)S hexamercaptosilver